3-(benzyloxy)-4-methyl-5-(3-phenoxyphenyl)picolinonitrile C(C1=CC=CC=C1)OC=1C(=NC=C(C1C)C1=CC(=CC=C1)OC1=CC=CC=C1)C#N